4-N-tert-butoxycarbonyl-1-(3-methoxypropyl)-4-piperidinamine C(C)(C)(C)OC(=O)NC1CCN(CC1)CCCOC